Cl.N[C@H](CC1(CCC2(C(=NNC(O2)=O)C2=C(C(=CC=C2)F)Br)CC1)C#N)C trans-9-((S)-2-aminopropyl)-5-(2-bromo-3-fluorophenyl)-2-oxo-1-oxa-3,4-diazaspiro[5.5]undeca-4-ene-9-carbonitrile hydrochloride